(8-amino-2-(amino(2,6-difluorophenyl)methyl)-5-(4-methyloxazol-5-yl)-[1,2,4]triazolo[1,5-a]pyrazin-6-yl)benzonitrile NC=1C=2N(C(=C(N1)C1=C(C#N)C=CC=C1)C1=C(N=CO1)C)N=C(N2)C(C2=C(C=CC=C2F)F)N